di(1H-inden-2-yl)sulfane C1C(=CC2=CC=CC=C12)SC=1CC2=CC=CC=C2C1